N-(5-fluoro-2-methylphenyl)-3-methyl-1-(thiazol-2-yl)-1H-pyrazole-4-carboxamide FC=1C=CC(=C(C1)NC(=O)C=1C(=NN(C1)C=1SC=CN1)C)C